NC=1C(=NC(=C(N1)N1N=CC=N1)C1=CC2=C(N=CN2C)C=C1)C(=O)NCC1N(CCC1)C 3-amino-6-(3-methyl-3H-benzo[d]imidazol-5-yl)-N-((1-methylpyrrolidin-2-yl)methyl)-5-(2H-1,2,3-triazol-2-yl)pyrazine-2-carboxamide